[Si](C)(C)(C(C)(C)C)O[C@H](CCN)CN1CCN(CC1)C1=C(C(=CC=C1)F)OC (R)-3-((tert-Butyldimethylsilyl)oxy)-4-(4-(3-fluoro-2-methoxyphenyl)piperazin-1-yl)butan-1-amine